8-isopropyl-2-(methylsulfanyl)-5-[2-(triisopropylsilyl)ethynyl]pyrido[2,3-d]pyrimidin-7-one C(C)(C)N1C(C=C(C2=C1N=C(N=C2)SC)C#C[Si](C(C)C)(C(C)C)C(C)C)=O